O=C1CCC(C)(C)C(=C1C)\C=C\C(\C)=C\C=C\C(\C)=C\C=C\C=C(/C)\C=C\C=C(/C)\C=C\C1=C(C)C(CCC1(C)C)=O 4,4'-diketo-beta-carotene